3-bromo-5-chloro-N-[(furan-2-yl)methyl]thieno[3,2-b]pyridin-7-amine hydrochloride Cl.BrC1=CSC=2C1=NC(=CC2NCC=2OC=CC2)Cl